COC(=O)C=1C=CC2=C(N(C(=N2)CN2C(CC(=CC2)OC)=O)C[C@H]2OCC2)C1 (S)-2-((4-methoxy-2-oxo-3,6-dihydropyridin-1(2H)-yl)methyl)-1-(oxetan-2-ylmethyl)-1H-benzo[d]imidazole-6-carboxylic acid methyl ester